8-bromo-2-(methylthio)pyrido[3',4':4,5]thieno[2,3-d]pyrimidin-4-ol BrC1=CN=CC2=C1SC=1N=C(N=C(C12)O)SC